N-((3-(8-(((3S,4R)-3-fluoro-1-methylpiperidin-4-yl)amino)-3-vinylimidazo[1,2-a]pyridin-2-yl)-1,2,4-oxadiazol-5-yl)methyl)cyclopropanecarboxamide F[C@H]1CN(CC[C@H]1NC=1C=2N(C=CC1)C(=C(N2)C2=NOC(=N2)CNC(=O)C2CC2)C=C)C